2,7-bis(naphthalen-1-yl)fluorene potassium [K].C1(=CC=CC2=CC=CC=C12)C1=CC=2CC3=CC(=CC=C3C2C=C1)C1=CC=CC2=CC=CC=C12